N-methyl-3-[2-[(2S)-2-methylazetidin-1-yl]-6,7-dihydro-5H-cyclopenta[d]pyrimidin-4-yl]benzenesulfonamide CNS(=O)(=O)C1=CC(=CC=C1)C=1C2=C(N=C(N1)N1[C@H](CC1)C)CCC2